4-(pyridin-4-ylethynyl)-3,6-dihydropyridine-1(2H)-carboxylic acid tert-butyl ester C(C)(C)(C)OC(=O)N1CCC(=CC1)C#CC1=CC=NC=C1